Cl.Cl.C[C@@H]1CN(C[C@@H](N1)C)C=1N=NC(=CN1)C1=C(C=C(C=C1)C=1C=C(C=2N(C1)C=C(N2)C)F)O 2-{3-[(3r,5s)-3,5-dimethylpiperazin-1-yl]-1,2,4-triazin-6-yl}-5-(8-fluoro-2-methylimidazo[1,2-a]pyridin-6-yl)phenol dihydrochloride